O1CC(C1)N1CCN(CC1)C(=O)C1=CC=NC2=CC=CC=C12 4-(4-(oxetan-3-yl)piperazine-1-carbonyl)quinolin